CC(N(C1=NC=NC2=C(C=C(C=C12)C1=NC=C(C=C1)C)OC)C(=O)OC(C)(C)C)C(=O)O methyl-N-(tert-butoxycarbonyl)-N-(8-methoxy-6-(5-methylpyridin-2-yl)quinazolin-4-yl)glycine